2H-thiochromen-2-one S1C(C=CC2=CC=CC=C12)=O